1-(4-(4-(5-(2,6-difluorophenyl)-4,5-dihydroisoxazol-3-yl)thiazol-2-yl)piperidin-1-yl)-2-((2-methoxypyrimidin-5-yl)oxy)ethan-1-one FC1=C(C(=CC=C1)F)C1CC(=NO1)C=1N=C(SC1)C1CCN(CC1)C(COC=1C=NC(=NC1)OC)=O